COCOC Formaldehyde DIMETHYL ACETAL